N1(CCC1)C=1C=NC=C(C1)Br 3-(azetidine-1-yl)-5-bromopyridine